C(CCCCCCCC=CCCCCCCCC)(=O)N[C@@H](CC(C)C)C(=O)O N-(9-octadecenoyl)leucine